α,α'-bis(2,2,6,6-tetramethyl-4-piperidyloxy)-p-xylene CC1(NC(CC(C1)OCC1=CC=C(C=C1)COC1CC(NC(C1)(C)C)(C)C)(C)C)C